OC(CN1CCN(CC1)CC1=CC=C(C=C1)NC(=O)NCC1=CC=C(C=C1)OC)(C)C 1-(4-((4-(2-hydroxy-2-methylpropyl)piperazin-1-yl)methyl)phenyl)-3-(4-methoxybenzyl)urea